C(C)(C)(C)OC(NCCCCCCCCC1=CC=CC=2N(C(N(C21)C)=O)C2C(NC(CC2)=O)=O)=O [8-[1-(2,6-Dioxopiperidin-3-yl)-3-methyl-2-oxo-1,3-benzodiazol-4-yl]octyl]carbamic acid tert-butyl ester